1-(1-benzyl-5-chloro-2-oxo-1,2,3,4-tetrahydroquinolin-6-yl)-3-(tert-butyl)urea C(C1=CC=CC=C1)N1C(CCC2=C(C(=CC=C12)NC(=O)NC(C)(C)C)Cl)=O